2-((2-(dimethylamino)-1H-benzo[d]imidazol-6-yl)amino)-5-fluoropyrimidine CN(C1=NC2=C(N1)C=C(C=C2)NC2=NC=C(C=N2)F)C